C(C)[C@H]1[C@H](C[C@H](N(C1)C1=CC(N(C=2C=CC(=NC12)C#N)C)=O)C)OC1=CC(=CC=C1)C(F)(F)F 8-((2R,4S,5R)-5-ethyl-2-methyl-4-(3-(trifluoromethyl)phenoxy)piperidin-1-yl)-5-methyl-6-oxo-5,6-dihydro-1,5-naphthyridine-2-carbonitrile